FC1=C(CNC(=O)C=2C(C(=C3N(C=CN(C3=O)CCCCCO)C2)O)=O)C=CC(=C1)F N-(2,4-Difluorobenzyl)-9-hydroxy-2-(5-hydroxypentyl)-1,8-dioxo-1,8-dihydro-2H-pyrido[1,2-a]pyrazine-7-carboxamide